NC=1C2=C(N(C(C1C(=O)OC)=O)C1=CC=C(C=C1)OC(F)F)C=C(S2)C2CC2 methyl 7-amino-2-cyclopropyl-4-(4-(difluoromethoxy) phenyl)-5-oxo-4,5-dihydrothieno[3,2-b]pyridine-6-carboxylate